[1-14C]oleate [14C](CCCCCCC\C=C/CCCCCCCC)(=O)[O-]